5-(3-(4-(((5-Cyclobutoxy-1H-indol-2-yl)methyl)amino)butoxy)azetidin-1-yl)benzo[c][2,6]naphthyridine-8-carboxamide C1(CCC1)OC=1C=C2C=C(NC2=CC1)CNCCCCOC1CN(C1)C1=NC2=C(C3=CN=CC=C13)C=CC(=C2)C(=O)N